C1(=CC=CC=C1)C(CC(=O)O)C(=O)O.ClCCC=1SC(=CC1)C1=CC(=CC=C1)C(=O)OCC 2-(2-chloroethyl)-5-(3-ethoxycarbonylphenyl)thiophene 3-phenylsuccinate